C1(=CC=CC=C1)C1(C=CC2=C(O1)C=1C=CC=CC1C1=C2C(C2=CC=CC=C21)(C)C)C2=CC=C(C=C2)N2CCC(CC2)CCCC2CCN(CC2)CCO 3-Phenyl-3-(4-(4-(3-(1-(2-hydroxyethyl)piperidin-4-yl)propyl)piperidino)phenyl)-13,13-dimethylindeno[2',3':3,4]naphtho[1,2-b]pyran